[Ag]Cl.[Al] aluminum-silver chloride